NC=1C(=C2C=CC(=CN2C1C1=C(C(=CC=C1C)OC)C)C)C#N 2-amino-3-(3-methoxy-2,6-dimethylphenyl)-6-methylindolizine-1-carbonitrile